Dimethyl 2,6-diamino-4-(7-cyanobenzo[b]thiophen-3-yl)-1,4-dihydropyridin-3,5-dicarboxylat NC=1NC(=C(C(C1C(=O)OC)C=1C2=C(SC1)C(=CC=C2)C#N)C(=O)OC)N